CC(C(=O)O)(C)C=1OC(=CN1)C 2-methyl-2-(5-methyloxazol-2-yl)propanoic acid